C(#N)CCCCCC[Si](OC)(OC)OC cyanohexyl-trimethoxysilane